C(C)(C)(C)OOC(=O)C1=C(C(=O)C2=C(C=CC(=C2)C(=O)OOC(C)(C)C)C(=O)OOC(C)(C)C)C=C(C=C1)C(=O)OOC(C)(C)C 2,2',5,5'-tetra(tert-butylperoxycarbonyl)benzophenone